FC=1C=2N(C=C(C1)NC(=O)C=1N=CC(=NC1)N1C[C@@H](CC1)N(C(OC(C)(C)C)=O)C)N=C(N2)C tert-Butyl N-[(3R)-1-[5-[(8-fluoro-2-methyl-[1,2,4]triazolo[1,5-a]pyridin-6-yl)carbamoyl]pyrazin-2-yl]pyrrolidin-3-yl]-N-methyl-carbamate